C(C)(=O)OC1(CN(C1)C(=O)OCC1=CC=CC=C1)C1=CC(=C(C=C1)CO)OC Benzyl 3-acetoxy-3-(4-(hydroxymethyl)-3-methoxyphenyl)azetidine-1-carboxylate